diacetyl-gentisic acid C(C)(=O)C=1C(=C(C(C(=O)O)=CC1O)O)C(C)=O